4-(Benzylthio)-5-methoxy-1-methyl-1H-indazole C(C1=CC=CC=C1)SC1=C2C=NN(C2=CC=C1OC)C